NC[C@@H](CO)O (S)-3-aminopropan-1,2-diol